C(C=C)N1N(C2=NC=NC=C2C1=O)C1=NC(=CC=C1)C(C)(C)O 2-allyl-1-(6-(2-hydroxypropan-2-yl)pyridin-2-yl)-1,2-dihydro-3H-pyrazolo[3,4-d]Pyrimidine-3-one